silver-nickel-palladium-copper [Cu].[Pd].[Ni].[Ag]